2,1,3-benzothiadiazole-4,7-diboronic acid pinacol ester N=1SN=C2C1C(=CC=C2B2OC(C)(C)C(C)(C)O2)B2OC(C)(C)C(C)(C)O2